FC1=CC=CC=2N=C(SC21)N(C(C)C=2C=C(C=CC2)N2C[C@@H](CC2)C(=O)O)CCC2=CC=C(C=C2)OC (3R)-1-(3-(1-((7-fluorobenzo[d]thiazol-2-yl)(4-methoxyphenethyl)-amino)ethyl)phenyl)pyrrolidine-3-carboxylic acid